(3Z)-8,8-dipropoxy-3-octen-1-ol C(CC)OC(CCC\C=C/CCO)OCCC